sodium trans-beta-styrenesulfinate C(=C\C1=CC=CC=C1)/S(=O)[O-].[Na+]